4-(6-(acryloyloxy)hexyloxy)phenyl 4'-(4-pentylcyclohexyl)biphenyl-4-carboxylate C(CCCC)C1CCC(CC1)C1=CC=C(C=C1)C1=CC=C(C=C1)C(=O)OC1=CC=C(C=C1)OCCCCCCOC(C=C)=O